2-((6-Methylpyridin-2-yl)carbamoyl)-3,6-dihydropyridin CC1=CC=CC(=N1)NC(=O)C1=NCC=CC1